((1s,3s)-1-methyl-3-((5-(3-methyl-[1,2,4]triazolo[4,3-a]pyridin-6-yl)-7H-pyrrolo[2,3-d]pyrimidin-2-yl)amino)cyclobutyl)(pyrrolidin-1-yl)methanone CC1(CC(C1)NC=1N=CC2=C(N1)NC=C2C=2C=CC=1N(C2)C(=NN1)C)C(=O)N1CCCC1